1-{[2-({[2-(diethylamino)ethyl]amino}methyl)naphthalen-1-yl]methyl}naphthalen-2-ol C(C)N(CCNCC1=C(C2=CC=CC=C2C=C1)CC1=C(C=CC2=CC=CC=C12)O)CC